7-morpholino-quinazolin-4-one O1CCN(CC1)C1=CC=C2C(NC=NC2=C1)=O